C(C)OC(C)N1N=CC(=C1)C1=C(C(=NC=N1)N)OCC(F)(F)F 6-(1-(1-ethoxyethyl)-1H-pyrazol-4-yl)-5-(2,2,2-trifluoroethoxy)pyrimidin-4-amine